C(C)C(C(=O)N)(CCC(C(=O)N)=O)NC(=O)C1=CN=CN1C ethyl-2-(1-methyl-1H-imidazole-5-carboxamido)-5-oxohexanediamide